N-[(4-Chlorophenyl)-methyl]-4-isopropyl-2-piperidin-1-yl-thiazole-5-carboxylic acid amide ClC1=CC=C(C=C1)CNC(=O)C1=C(N=C(S1)N1CCCCC1)C(C)C